(S)-2-(isoxazol-4-yl)-N-(2-methyl-5-(2-(2-methylpyrrolidin-1-yl)acetamido)pyridin-3-yl)-1H-pyrrolo[2,3-b]pyridine-5-carboxamide O1N=CC(=C1)C1=CC=2C(=NC=C(C2)C(=O)NC=2C(=NC=C(C2)NC(CN2[C@H](CCC2)C)=O)C)N1